4-(2-fluoro-4-nitrophenyl)-1,2,3,6-tetrahydropyridine FC1=C(C=CC(=C1)[N+](=O)[O-])C=1CCNCC1